1-[3-[[5-(4-fluorophenyl)-6-isopropyl-1H-pyrazolo[4,3-g]quinolin-7-yl]oxy]azetidin-1-yl]ethanone FC1=CC=C(C=C1)C1=C(C(=NC2=CC3=C(C=C12)C=NN3)OC3CN(C3)C(C)=O)C(C)C